C(CCC)OC1=CC=C(C=C1)C1=NOC(=N1)CC(C(=O)N)=C 2-((3-(4-butoxyphenyl)-1,2,4-oxadiazol-5-yl)methyl)acrylamide